hexahydrophthalic acid, diglycidyl ester C(C1C(C(=O)OCC2CO2)CCCC1)(=O)OCC1CO1